OC1=C(C=C(CSCC2=CC(=C(C(=C2)C(C)(C)C)O)C(C)(C)C)C=C1C(C)(C)C)C(C)(C)C bis(4-hydroxy-3,5-di-t-butylbenzyl) sulfide